C(CCCC)C1=CC=NC=C1 para-amyl-pyridine